iso-propylether C(C)(C)OC(C)C